2-(4-(3-(4-hexyl-2-(4-(trifluoromethyl)phenyl)thiazol-5-yl)prop-1-en-1-yl)-2-methylphenoxy)-2-methylpropan-1-ol C(CCCCC)C=1N=C(SC1CC=CC1=CC(=C(OC(CO)(C)C)C=C1)C)C1=CC=C(C=C1)C(F)(F)F